Methyl N-benzoyl-N-(2-chloro-4-formyl-6-(trifluoromethyl)pyridin-3-yl)thiocarbamate C(C1=CC=CC=C1)(=O)N(C(OC)=S)C=1C(=NC(=CC1C=O)C(F)(F)F)Cl